C(C)(C)(C)OC(NC1CC2=C(C=CS2)CC1)=O.COC1=CC=C(C=C1)C[IH+] 4-methoxyphenylmethyl-iodonium tert-butyl-N-(4,5,6,7-tetrahydrobenzothiophen-6-yl)carbamate